C1(CC1)N1C(N(C(C=C1)=O)C)=O cyclopropyl-3-methylpyrimidine-2,4(1H,3H)-dione